N1,N3-di-2-propen-1-yl-1,3-propanediamine C(C=C)NCCCNCC=C